FC1=C2NC(C=3N(C2=C(C(=C1F)C1=C2C=CNC2=CC(=C1)F)C)C(=NN3)C)(C)C 4-(6,7-Difluoro-1,4,4,9-tetramethyl-5H-[1,2,4]triazolo[4,3-a]quinoxalin-8-yl)-6-fluoro-1H-indol